4-acetyl-5-((2,4-dimethoxybenzyl)amino)-6-oxopyrimidin C(C)(=O)C=1N=CNC(C1NCC1=C(C=C(C=C1)OC)OC)=O